C1(=CC=CC=C1)C=1NC2=C(C=CC=C2C1C(CC(F)(F)F)C1=CC=CC=C1)S(=O)(=O)F 2-phenyl-3-(3,3,3-trifluoro-1-phenylpropyl)-1H-indole-7-sulfonyl fluoride